di(pentadecan-7-yl) 3,3'-((((3-hydroxypropyl)azanediyl)bis(propane-3,1-diyl))bis(oxy))dipropionate OCCCN(CCCOCCC(=O)OC(CCCCCC)CCCCCCCC)CCCOCCC(=O)OC(CCCCCC)CCCCCCCC